NC1=NC=CC=C1C1=NC=2C(=NC(=CC2)C2=CC=CC=C2)N1C1=CC=C(CN2C[C@H](NCC2)CO)C=C1 (S)-(4-(4-(2-(2-Aminopyridin-3-yl)-5-phenyl-3H-imidazo[4,5-b]pyridin-3-yl)benzyl)piperazin-2-yl)methanol